1-(2-di-tert-butylphosphanylphenyl)-ethyldimethylamine C(C)(C)(C)P(C1=C(C=CC=C1)C(C)N(C)C)C(C)(C)C